ClC1=C(C=CC=C1)C(CN1C2=NC(=NC(=C2N=C1)N/N=C/C1=CC(=CC=C1)C)N1CCOCC1)=O (E)-1-(2-chlorophenyl)-2-(6-(2-(3-methylbenzylidene)hydrazinyl)-2-morpholino-9H-purin-9-yl)ethan-1-one